(R)-1-((7-cyano-2-(3'-(3-((2-hydroxyethylamino)methyl)-1,7-naphthyridin-8-ylamino)-2,2'-dimethylbiphenyl-3-yl)benzo[d]oxazol-5-yl)methyl)-3-methylpyrrolidine-3-carboxylic acid C(#N)C1=CC(=CC=2N=C(OC21)C=2C(=C(C=CC2)C2=C(C(=CC=C2)NC=2N=CC=C1C=C(C=NC21)CNCCO)C)C)CN2C[C@@](CC2)(C(=O)O)C